O=C1C2=C(C=NN1)N=C(N=C2NC2=CC=C(C=C2)OCCN2CCNCC2)N2CCN(CC2)CC#N 2-(4-(5-oxo-4-((4-(2-(piperazin-1-yl)ethoxy)phenyl)amino)-5,6-dihydropyrimido[4,5-d]pyridazin-2-yl)piperazin-1-yl)acetonitrile